BrC1=CC(=C(C=2C=COC21)OCC(=O)OCCCC)COC2=C(C=CC=C2)CC(=O)OCC butyl 2-((7-bromo-5-((2-(2-ethoxy-2-oxoethyl)phenoxy)methyl)benzofuran-4-yl)oxy)acetate